2-chloro-N-(5-(2,3-dihydrobenzo[b][1,4]dioxine-6-carboxamido)-2-methylpyridin-3-yl)quinoline-6-carboxamide ClC1=NC2=CC=C(C=C2C=C1)C(=O)NC=1C(=NC=C(C1)NC(=O)C1=CC2=C(OCCO2)C=C1)C